2,6-Dimethoxy-4-methylbenzenesulfonyl chloride COC1=C(C(=CC(=C1)C)OC)S(=O)(=O)Cl